C(C)OC(C)N1N=CC(=C1)C=1N=CC=2N(C1OCC(F)(F)F)N=C(N2)N[C@@H]2[C@@H](CN(CC2)S(=O)(=O)C)C 6-(1-(1-ethoxyethyl)-1H-pyrazol-4-yl)-N-((3R,4S)-3-methyl-1-(methylsulfonyl)piperidin-4-yl)-5-(2,2,2-trifluoroethoxy)-[1,2,4]triazolo[1,5-a]pyrazin-2-amine